BrC1=CC(=C(C=C1F)NS(=O)(=O)C1=CN(C=2C[C@](CCC12)(C(F)(F)F)OC)S(=O)(=O)C1=CC=C(C)C=C1)F (R)-N-(4-bromo-2,5-difluorophenyl)-6-methoxy-1-tosyl-6-(trifluoromethyl)-4,5,6,7-tetrahydro-1H-indole-3-sulfonamide